N-[(2S)-3,3-Difluoro-2-hydroxypropyl]-2-(3-fluorophenyl)-3-oxo-6-[2-(trifluoromethyl)pyrimidin-5-yl]-2,3-dihydropyridazine-4-carboxamide FC([C@H](CNC(=O)C=1C(N(N=C(C1)C=1C=NC(=NC1)C(F)(F)F)C1=CC(=CC=C1)F)=O)O)F